C1(CCCC1)N1N=C(C=C1C1=C(C=CC=C1)C(C)(F)F)C(=O)NC(CC(=O)O)CCN1CC(CCC1)(F)F 3-(1-cyclopentyl-5-(2-(1,1-difluoroethyl)phenyl)-1H-pyrazole-3-carboxamido)-5-(3,3-difluoropiperidin-1-yl)pentanoic acid